ClC1=C(C(=O)N[C@@H](CCOCCCCC2=NC=3NCCCC3C=C2)C(=O)O)C(=CC(=C1)Cl)F N-(2,4-dichloro-6-fluorobenzoyl)-O-(4-(5,6,7,8-tetrahydro-1,8-naphthyridin-2-yl)butyl)-L-homoserine